(E)-4-hydroxy-1-(4-(methyl(2,2,2-trifluoroethyl)amino)-4-oxobut-2-en-1-yl)-N-(4-(4-morpholino-7H-pyrrolo[2,3-d]pyrimidin-6-yl)phenyl)piperidine-4-carboxamide OC1(CCN(CC1)C\C=C\C(=O)N(CC(F)(F)F)C)C(=O)NC1=CC=C(C=C1)C1=CC2=C(N=CN=C2N2CCOCC2)N1